(Z,Z)-10,12-Tetradecadien CCCCCCCCC\C=C/C=C\C